(S)-N-((R)-1-cyclopentyl-2-(((R)-4-methyl-1-(methylamino)-1-oxopent-2-yl)amino)-2-oxoethyl)piperidine-2-carboxamide C1(CCCC1)[C@H](C(=O)N[C@@H](C(=O)NC)CC(C)C)NC(=O)[C@H]1NCCCC1